2-Methyl-1,4-Butanediol CC(CO)CCO